C(\C=C\CCC)=O (trans)-2-hexenal